CN1C2=C(OCC1=O)C=C(C=C2)NC2=CC=C(C=C2)N2CCC(CC2)C 4-methyl-7-((4-(4-methylpiperidin-1-yl)phenyl)amino)-2H-benzo[b][1,4]oxazin-3(4H)-one